(3R)-N-(cyclobutylmethyl)-1-(6-(1-(5-(5-methoxypyridin-3-yl)-2H-tetrazol-2-yl)ethyl)pyridazin-3-yl)piperidin-3-amine C1(CCC1)CN[C@H]1CN(CCC1)C=1N=NC(=CC1)C(C)N1N=C(N=N1)C=1C=NC=C(C1)OC